C(C)(=O)NC1=C(C(=O)N(C)C)C=CC(=C1)C1=CNC2=NC=C(N=C21)C2=CC(=C1CCN(CC1=C2)C)C 2-acetylamino-4-(2-(2,5-dimethyl-1,2,3,4-tetrahydroisoquinolin-7-yl)-5H-pyrrolo[2,3-b]pyrazin-7-yl)-N,N-dimethylbenzamide